C1(CCC1)C1=CC(=CC(=N1)N1C(C2=CC=CC(=C2C1)C(F)(F)F)=O)C1(COC1)CC1=NN=CN1C 2-(6-cyclobutyl-4-(3-((4-methyl-4H-1,2,4-triazol-3-yl)methyl)oxetan-3-yl)pyridin-2-yl)-4-(trifluoromethyl)isoindolin-1-one